fructose 2,6-diphosphate C([C@@H]1[C@H]([C@@H]([C@](O1)(CO)OP(=O)(O)O)O)O)OP(=O)(O)O